FC1CCN(CC1)C=1C=C(OC2CCN(CC2)C(=O)N2N=C(C=C2)NS(=O)(=O)C)C=CC1C(F)(F)F N-(1-(4-(3-(4-Fluoropiperidin-1-yl)-4-(trifluoromethyl)phenoxy)piperidine-1-carbonyl)-1H-pyrazol-3-yl)methanesulfonamide